5-(4-bromophenyl)-3-methylene-4-(naphthalen-1-yl)dihydrofuran-2(3H)-one BrC1=CC=C(C=C1)C1C(C(C(O1)=O)=C)C1=CC=CC2=CC=CC=C12